C1(CC1)[C@@H](CCCN1C=NC2=CC(=C(C=C2C1=O)F)C1=NC=C(C=N1)C(F)(F)F)NC=1C=NNC(C1C(F)(F)F)=O (R)-3-(4-cyclopropyl-4-((6-oxo-5-(trifluoromethyl)-1,6-dihydropyridazin-4-yl)amino)butyl)-6-fluoro-7-(5-(trifluoromethyl)pyrimidin-2-yl)quinazolin-4(3H)-one